C(C1=CC=CC=C1)OC1=C(C=C(C=N1)C=1N=CC(=NC1)NNC(C(F)(F)Br)=O)F N'-[5-(6-benzyloxy-5-fluoro-3-pyridinyl)pyrazin-2-yl]-2-bromo-2,2-difluoro-acetylhydrazine